tert-Butyl 7-(8-((tert-butoxycarbonyl)amino)-7-fluoro-3-(((2-methylcyclobutoxy)carbonyl)amino)isoquinolin-6-yl)-8-methyl-2,3-dihydro-1H-pyrido[2,3-b][1,4]oxazine-1-carboxylate C(C)(C)(C)OC(=O)NC=1C(=C(C=C2C=C(N=CC12)NC(=O)OC1C(CC1)C)C1=C(C2=C(OCCN2C(=O)OC(C)(C)C)N=C1)C)F